C(CCC)(=O)OC(C\C=C\CC)=O trans-3-hexenoyl butyrate